ClC1=NC=CC(=C1)OC=1C=NC=C(C1)C(C)(F)F 2-chloro-4-((5-(1,1-difluoroethyl)pyridin-3-yl)oxy)pyridine